Methyl (S)-3-benzyl-2,3,4,5-tetrahydrobenzo[f][1,4]oxazepine-8-carboxylate C(C1=CC=CC=C1)[C@H]1COC2=C(CN1)C=CC(=C2)C(=O)OC